C1=C(C=CC2=CC=CC=C12)C=1C=CC=2NC3=CC=C(C=C3C2C1)C1=CC2=CC=CC=C2C=C1 3,6-di-naphthalene-2-yl-9H-carbazole